(6-bromo-[1,2,4]triazolo[4,3-a]pyridin-3-yl)(4-(3-chloro-2-(trifluoromethyl)phenyl)piperidin-1-yl)methanone BrC=1C=CC=2N(C1)C(=NN2)C(=O)N2CCC(CC2)C2=C(C(=CC=C2)Cl)C(F)(F)F